6-methoxypyridine-3-carboxylic acid COC1=CC=C(C=N1)C(=O)O